6-(trifluoromethyl)oxazolo[4,5-c]pyridine-2-thiol FC(C1=CC2=C(C=N1)N=C(O2)S)(F)F